CSC=1N(C=C(N1)C1=C2CCC(C2=CC=C1)=O)COCC[Si](C)(C)C 4-(2-(methylthio)-1-((2-(trimethylsilyl)ethoxy)methyl)-1H-imidazol-4-yl)-2,3-dihydro-1H-inden-1-one